C(C)(C)C=1C=NC=C(C1)C=1CCNCC1 3-isopropyl-5-(1,2,3,6-tetrahydropyridin-4-yl)pyridin